methyl ({2-methyl-5-[1-(4-methoxy-2-methylphenyl)-1H-pyrazol-3-yl]phenyl} methyl)carbamate CC1=C(C=C(C=C1)C1=NN(C=C1)C1=C(C=C(C=C1)OC)C)CNC(OC)=O